C(C)(C)(C)OC(=O)N(C=1SC(=C(N1)C(=O)OC)CCCOC1=C(C=C(C=C1)C#CCN(C)C)F)CCCCCNC(=O)OC(C)(C)C methyl 2-[tert-butoxycarbonyl-[5-(tert-butoxycarbonylamino)pentyl]amino]-5-[3-[4-[3-(dimethylamino)prop-1-ynyl]-2-fluoro-phenoxy]propyl]thiazole-4-carboxylate